N-(6-(benzo[d]oxazol-5-yl)-1-(3-fluorophenyl)-1H-pyrazolo[3,4-d]pyrimidin-4-yl)-5-nitrothiophene-2-carboxamide O1C=NC2=C1C=CC(=C2)C2=NC(=C1C(=N2)N(N=C1)C1=CC(=CC=C1)F)NC(=O)C=1SC(=CC1)[N+](=O)[O-]